O=C1NC(CCC1N1CC2=CC=C(C=C2C1=O)C=O)=O 2-(2,6-Dioxopiperidin-3-yl)-3-oxoisoindoline-5-carbaldehyde